5-(ethyl(tetrahydro-2H-pyran-4-yl)amino)-4-methyl-4'-(piperazin-1-ylmethyl)-[1,1'-Biphenyl]-3-carboxamide C(C)N(C=1C(=C(C=C(C1)C1=CC=C(C=C1)CN1CCNCC1)C(=O)N)C)C1CCOCC1